C(C)(C)(C)OC(=O)N1C[C@H]([C@@H](C1)N1C(N(C=2C1=NC=CC2)C2=CC=C(C=C2)C2=CC=C(C=C2)C(=O)OC)=O)F (3R,4R)-3-fluoro-4-(1-(4'-(methoxycarbonyl)-[1,1'-biphenyl]-4-yl)-2-oxo-1,2-dihydro-3H-imidazo[4,5-b]pyridin-3-yl)pyrrolidine-1-carboxylic acid tert-butyl ester